O=C1NC2(C13CNC3)C=NNC=C2 12-oxo-2,7,8,11-tetraazadispiro[3.0.5{5}.2{4}]Dodeca-6,9-diene